tri-tert-butylaluminium C(C)(C)(C)[Al](C(C)(C)C)C(C)(C)C